6-bromo-4-{4-[1-(4-fluorophenyl)propyl]piperazin-1-yl}-1-methyl-2-oxo-1,2-dihydro-1,5-naphthyridine-3-carbonitrile BrC=1N=C2C(=C(C(N(C2=CC1)C)=O)C#N)N1CCN(CC1)C(CC)C1=CC=C(C=C1)F